NC=1C=C(C=CC1)NS(=O)(=O)CCNC(OC(C)(C)C)=O tert-butyl (2-(N-(3-aminophenyl)sulfamoyl)ethyl)carbamate